propylsodium thiosulfate S(=S)(=O)(O)O.C(CC)[Na]